(2s,4S)-2-((1R,5S,6S)-6-(3-Chloro-4-methylphenyl)-3-azabicyclo[3.1.0]hexan-3-carbonyl)-7-oxa-5-azaspiro[3.4]octan-6-on ClC=1C=C(C=CC1C)C1[C@@H]2CN(C[C@H]12)C(=O)C1CC2(C1)NC(OC2)=O